N,N-diacetoxyethylaniline CC(=O)OCCN(CCOC(=O)C)C1=CC=CC=C1